C1=CC=CC=2OC3=CC=CC=C3N(C12)CCC(C=C)=C 1-(N-phenoxazinyl)-3-methylenepent-4-ene